NCCCN(C(CSC[C@H](NC(=O)OC(C)(C)C)C(=O)OCC[Si](C)(C)C)=O)[C@H](C(C)(C)C)C=1N(C=C(C1)C1=C(C=CC(=C1)F)F)CC1=CC=CC=C1 2-(trimethylsilyl)ethyl S-{2-[(3-aminopropyl){(1R)-1-[1-benzyl-4-(2,5-difluorophenyl)-1H-pyrrol-2-yl]-2,2-dimethylpropyl}amino]-2-oxoethyl}-N-(tert-butoxycarbonyl)-L-cysteinate